CNS(=O)(=O)N1CCC(CC1)CC1=CC=C(C=C1)NC(OCC1=CN=CO1)=O oxazol-5-ylmethyl (4-((1-(N-methylsulfamoyl)piperidin-4-yl)methyl)phenyl)carbamate